FC=1C=C(C=CC1C(F)(F)F)C1=NN=C(O1)NC=1C=CC(=NC1)C(=N)NO 5-((5-[3-fluoro-4-(trifluoromethyl)phenyl]-1,3,4-oxadiazol-2-yl)amino)-N-hydroxypyridine-2-carboxamidine